1-iodo-2,4,5-trimethoxybenzene IC1=C(C=C(C(=C1)OC)OC)OC